cobalt (ii) tetracarboxylphenylporphyrin C(=O)(O)C=1C2=C(C3=C(C(=C(N3C(=O)O)C=C3C=CC(C=C4C=CC(=CC(C1)=N2)N4)=N3)C3=CC=CC=C3)C(=O)O)C(=O)O.[Co+2]